CN(C1=NN2C(C3=CC4=C(C=C13)C=CC=C4)=C(C(=C2C)CO)CO)C (6-(dimethylamino)-3-methylbenzo[g]pyrrolo[2,1-a]phthalazine-1,2-diyl)dimethanol